dimorphine phosphate P(=O)(O)(O)O.C1=CC(O)=C2C=3[C@@]45[C@@H](O2)[C@@H](O)C=C[C@H]4[C@@H](CC13)N(C)CC5.C5=CC(O)=C1C=3[C@@]42[C@@H](O1)[C@@H](O)C=C[C@H]4[C@@H](CC53)N(C)CC2